2-((3-(3,4-dihydroxyphenyl)propyl)thio)ethylmethacrylat OC=1C=C(C=CC1O)CCCSCCOC(C(=C)C)=O